ethoxycarboxylic acid (ethyl bicarbonate) C(C)OC(O)=O.C(C)OC(=O)O